((1-((5-amino-1-tosyl-1H-pyrrolo[2,3-b]pyridin-4-yl)amino)piperidin-4-yl)methyl)isothiazolidine NC=1C(=C2C(=NC1)N(C=C2)S(=O)(=O)C2=CC=C(C)C=C2)NN2CCC(CC2)CN2SCCC2